6-bromo-2-phenylbenzo[d]oxazole-5-formaldehyde BrC1=CC2=C(N=C(O2)C2=CC=CC=C2)C=C1C=O